(S)-1-(3-((8-(tert-butyloxycarbonyl)-1,8-diazaspiro[4.5]decan-1-yl)methyl)-5-(trifluoromethyl)phenyl)piperidine-2-carboxylic acid C(C)(C)(C)OC(=O)N1CCC2(CCCN2CC=2C=C(C=C(C2)C(F)(F)F)N2[C@@H](CCCC2)C(=O)O)CC1